chloro-propenylaniline-13C ClN([13C]1=CC=CC=C1)C=CC